NC[C@@H](C)O (2R)-1-aminopropane-2-ol